NC=1C(NC(N(N1)C1=CC(=C(C(=C1)Cl)OC1=CN(C(C(=C1)C)=O)C(C)C)Cl)=O)=O 6-amino-2-(3,5-dichloro-4-((1-isopropyl-5-methyl-6-oxo-1,6-dihydropyridin-3-yl)oxy)phenyl)-1,2,4-triazine-3,5(2H,4H)-dione